NC1=NC2=C(N1CC1=CC=C(C(=O)O)C=C1)C(=CC=C2C=2C=NN(C2)C)OC 4-{[2-amino-7-methoxy-4-(1-methyl-1H-pyrazol-4-yl)-1H-1,3-benzodiazol-1-yl]methyl}benzoic acid